2-methoxy-5-[2-methyl-7-(3,4,5-trimethoxyphenyl)-3H-benzo[d]imidazol-5-yl]phenol COC1=C(C=C(C=C1)C1=CC2=C(N=C(N2)C)C(=C1)C1=CC(=C(C(=C1)OC)OC)OC)O